2-Chloroethylphosphonic acid ClCCP(O)(O)=O